2-methoxy-4-(3-(3-methylpyrrolidin-1-yl)propoxy)aniline COC1=C(N)C=CC(=C1)OCCCN1CC(CC1)C